N-((4-chlorophenyl)(methyl)(oxo)-lambda6-sulfanylidene)-6-(5-(trifluoromethyl)-1,2,4-oxadiazol-3-yl)nicotinamide ClC1=CC=C(C=C1)S(=NC(C1=CN=C(C=C1)C1=NOC(=N1)C(F)(F)F)=O)(=O)C